BrC1=CC=C(S1)C1=C(N=C(O1)C=1C=C(C=CC1)C)N1C(N=C(C(=C1)F)NC)=O 1-(5-(5-bromothiophen-2-yl)-2-(m-tolyl)oxazol-4-yl)-5-fluoro-4-(methylamino)pyrimidin-2(1H)-one